(S)-2-amino-4-oxo-5-(m-tolyl)-4,5-dihydrofuran-3-yl-5-d phenylmethanesulfonate C1(=CC=CC=C1)CS(=O)(=O)OC1=C(O[C@@](C1=O)([2H])C=1C=C(C=CC1)C)N